pyridylthiopheneacetamide N1=C(C=CC=C1)C1=C(SC=C1)CC(=O)N